cyclopropyl-5,5,5-trifluorovaleramide C1(CC1)C(C(=O)N)CCC(F)(F)F